2-Amino-7-fluoro-4-(5-fluoro-3-(3-(isopropyl(methyl)amino)pyrrolidin-1-yl)-7,9-dihydrofuro[3,4-f]quinazolin-6-yl)thieno[3,2-c]pyridine-3-carbonitrile NC1=C(C=2C(=NC=C(C2S1)F)C=1C2=C(C=3C=NC(=NC3C1F)N1CC(CC1)N(C)C(C)C)COC2)C#N